C[N+]1=CC2=CC=CC=C2CC1 N-methyl-3,4-dihydroisoquinolinium